N-(2-chlorophenyl)-2-(ethyl((7-methyl-4-oxo-3,4-dihydrothieno[3,2-d]pyrimidin-2-yl)methyl)amino)-N-methylacetamide ClC1=C(C=CC=C1)N(C(CN(CC=1NC(C2=C(N1)C(=CS2)C)=O)CC)=O)C